2-(4-tert-butylphenyl)-1,1-difluoroethylene C(C)(C)(C)C1=CC=C(C=C1)C=C(F)F